C1=CC=C(C(=C1)C(=O)O)O.C(CO)N(CCO)CCO 2,2',2''-nitrilotriethanol 2-hydroxybenzoate